4-(trifluoromethyl)nitrobenzene tert-Butyl-(1-(4-fluorobenzoyl)piperidin-4-yl)carbamate C(C)(C)(C)N(C(O)=O)C1CCN(CC1)C(C1=CC=C(C=C1)F)=O.FC(C1=CC=C(C=C1)[N+](=O)[O-])(F)F